(R)-4-fluoro-9-methyl-2-oxo-1-((2-(trimethylsilyl)ethoxy)methyl)-1,2,10,11-tetrahydro-9H-8,12-dioxa-1,2a,15,16-tetraaza-3,7-(metheno)cyclotrideca[cd]indene-6-carboxamide FC1=CC2=C3C=4N(C(N3C1=NC(=C2C(=O)N)O[C@@H](CCOC=CN4)C)=O)COCC[Si](C)(C)C